(S)-2-amino-3-(3,4-dihydroxyphenyl)-2-methylpropanoic acid isopropyl ester C(C)(C)OC([C@@](CC1=CC(=C(C=C1)O)O)(C)N)=O